C(#C)[C@H]1CC[C@H](N1C(=O)OC(C)(C)C)C(=O)OC 1-(tert-butyl) 2-methyl (2S,5R)-5-ethynylpyrrolidine-1,2-dicarboxylate